C(C)C12C(=O)N(C(C(C1C)=C(C=C2C(F)(F)F)F)=O)C2=NN=NN2CC 1-ethyl-N3-(1-Ethyl-1H-tetrazol-5-yl)-4-fluoro-2-methyl-6-(trifluoromethyl)isophthalimide